1-(6,7-Dimethoxyquinazolin-4-yl)-N1-methylpentane-1,5-diamine COC=1C=C2C(=NC=NC2=CC1OC)C(CCCCN)NC